2-amino-7-fluoro-1,3-benzothiazol-4-ol hydrobromide Br.NC=1SC=2C(N1)=C(C=CC2F)O